bromoethan-1-ol BrC(C)O